(6-amino-2-pyridinyl)-(1-methyl-4-piperidinyl)methanone NC1=CC=CC(=N1)C(=O)C1CCN(CC1)C